N1C(=NC=C1)CC1=CC(=CC=C1)CC=1NC=CN1 1,3-bis(imidazolylmethyl)benzene